methyl (S)-2-((1,3-dicarbonylisoindolin-2-yl)methyl)morpholine-4-carboxylate C(=O)=C1N(C(C2=CC=CC=C12)=C=O)C[C@H]1CN(CCO1)C(=O)OC